COC=1C=CC(NN1)=O 6-methoxypyridazin-3(2H)-one